N-(3-chloro-4-(methylsulfonyl)phenyl)-4-(2-methylpyridin-4-yl)thiazol ClC=1C=C(C=CC1S(=O)(=O)C)N1CSC=C1C1=CC(=NC=C1)C